tert-butyl 5-bromo-8-(pyrimidin-2-yl)-1,2,3,4-tetrahydroisoquinoline-2-carboxylate BrC1=C2CCN(CC2=C(C=C1)C1=NC=CC=N1)C(=O)OC(C)(C)C